2-(2-(dimethylamino)ethoxy)-N-(3-(3-(9H-purin-6-yl)pyridin-2-ylamino)-4-methylphenyl)-5-(4-fluorophenyl)oxazole-4-carboxamide CN(CCOC=1OC(=C(N1)C(=O)NC1=CC(=C(C=C1)C)NC1=NC=CC=C1C1=C2N=CNC2=NC=N1)C1=CC=C(C=C1)F)C